4,4'-methylenebis(N-(2-methoxyphenyl)aniline) C(C1=CC=C(NC2=C(C=CC=C2)OC)C=C1)C1=CC=C(NC2=C(C=CC=C2)OC)C=C1